N-hydroxy-1-(phenylmethyl)-4-[[4-[4-(trifluoromethoxy)phenoxy]-1-piperidinyl]sulfonyl]-4-piperidinecarboxamide monohydrochloride Cl.ONC(=O)C1(CCN(CC1)CC1=CC=CC=C1)S(=O)(=O)N1CCC(CC1)OC1=CC=C(C=C1)OC(F)(F)F